C(CCCCCCCCCCCCCCCCC)(=O)[O-].O=[Zr+2].C(CCCCCCCCCCCCCCCCC)(=O)[O-] oxozirconium stearate